CN1CN(CCCN(CCC1)C)C 1,3,7-trimethyl-1,3,7-triazacyclodecane